4-((2-methoxy-3-(1-(oxetan-3-yl)-1H-1,2,4-triazol-3-yl)phenyl)amino)-N-methylpyridazine-3-carboxamide COC1=C(C=CC=C1C1=NN(C=N1)C1COC1)NC1=C(N=NC=C1)C(=O)NC